N-((1-Methylpiperidin-4-yl)methyl)-4'-(5-(trifluoromethyl)-1,2,4-oxadiazol-3-yl)-[2,2'-bipyridine]-5-carboxamide CN1CCC(CC1)CNC(=O)C=1C=CC(=NC1)C1=NC=CC(=C1)C1=NOC(=N1)C(F)(F)F